(2S)-N,N-dimethyl-1-[3-(4,4,5,5-tetramethyl-1,3,2-dioxaborolan-2-yl)phenoxy]propan-2-amine CN([C@H](COC1=CC(=CC=C1)B1OC(C(O1)(C)C)(C)C)C)C